ethyl P-(4-(5-(chlorodifluoromethyl)-1,2,4-oxadiazol-3-yl)-2-fluorobenzyl)-N-isopropylphosphonamidate ClC(C1=NC(=NO1)C1=CC(=C(CP(OCC)(=O)NC(C)C)C=C1)F)(F)F